3-bromo-4-iodo-5-methylaniline BrC=1C=C(N)C=C(C1I)C